ClC=1C=C(C(=NC1)OC1=CC2=C(C=N1)N=C(S2)C(=O)NC2(CCS(CC2)(=O)=O)C)OCC(F)F 6-[[5-chloro-3-(2,2-difluoroethoxy)-2-pyridyl]oxy]-N-(4-methyl-1,1-dioxo-thian-4-yl)thiazolo[4,5-c]pyridine-2-carboxamide